(3-(tert-butoxy)-2',6'-diisopropyl-6-methoxy[1,1'-biphenyl]-2-yl)dicyclohexylphosphan C(C)(C)(C)OC=1C(=C(C(=CC1)OC)C1=C(C=CC=C1C(C)C)C(C)C)P(C1CCCCC1)C1CCCCC1